(5-chloro-2-(hydroxymethyl)phenyl)morpholine-4-carboxylic acid tert-butyl ester C(C)(C)(C)OC(=O)N1C(COCC1)C1=C(C=CC(=C1)Cl)CO